tert-butyl (3S,4S)-3-fluoro-4-(6-(3-((2-methoxy-4-(methylsulfonyl) phenyl)amino)prop-1-yn-1-yl)-1-(2,2,2-trifluoroethyl)-1H-benzo[d]imidazole-4-carboxamido)piperidine-1-carboxylate F[C@H]1CN(CC[C@@H]1NC(=O)C1=CC(=CC=2N(C=NC21)CC(F)(F)F)C#CCNC2=C(C=C(C=C2)S(=O)(=O)C)OC)C(=O)OC(C)(C)C